C1(=CC=CC=C1)[P+](CC(=O)C1=CC=CC=C1)(C1=CC=CC=C1)C1=CC=CC=C1 triphenylphenacylphosphonium